C(C)(C)OC(=O)C=1C(=C(N2C=C(C=C2C1)C1=CC=NC=C1)C(=C)N1CCC(CC1)N(C)C)C 5-(1-(4-(dimethylamino)piperidin-1-yl)vinyl)-6-methyl-2-(pyridin-4-yl)indolizine-7-carboxylic acid isopropyl ester